Methyl 5-(4-(4-isopropylpiperazin-1-yl)phenyl)-6-(2,3,4-trifluorophenyl)-7,8-dihydronaphthalene-2-carboxylate C(C)(C)N1CCN(CC1)C1=CC=C(C=C1)C=1C=2C=CC(=CC2CCC1C1=C(C(=C(C=C1)F)F)F)C(=O)OC